BrC=1C=CC(=C2C(=C(C(=NC12)SCC1=NOC(=C1)C)C(C)=O)Cl)Cl 1-(8-bromo-4,5-dichloro-2-(((5-methylisoxazol-3-yl)methyl)thio)quinolin-3-yl)ethan-1-one